OCC=CC1=CC(=C(C=C1)O)OC 4-(3-hydroxypropan-1-en-1-yl)-2-methoxyphenol